ethyl (2-acetyl-5-bromophenyl)carbamate C(C)(=O)C1=C(C=C(C=C1)Br)NC(OCC)=O